N-[(4-isopropyl-2,5-dioxoimidazolidin-4-yl)methyl]-5-methyl-4'-(trifluoromethyl)[biphenyl]-2-carboxamide C(C)(C)C1(NC(NC1=O)=O)CNC(=O)C=1C(=CC(=CC1)C)C1=CC=C(C=C1)C(F)(F)F